C(C1=CC=CC=C1)C1(CN(CC1)S(=O)(=O)C1=CC(=CC=C1)F)C=1C=C2C=NN(C2=CC1C)C=1C=CC(N(C1)C)=O 5-(5-(3-benzyl-1-((3-fluorophenyl)sulfonyl)pyrrolidin-3-yl)-6-methyl-1H-indazol-1-yl)-1-methylpyridin-2(1H)-one